CC1=NC2=C3N=C(C=CC3=CC=C2C=C1)C 2,9-dimethyl-phenanthroline